ClC1=C(C=C(C=C1)C1=CC(=CC=C1)COC=1C=C2CN(C(C2=CC1)=O)C1CC(CC1)O)C(=O)OC methyl 4-chloro-3'-(((2-(3-hydroxy cyclopentyl)-1-oxoisoindolin-5-yl)oxy)methyl)-[1,1'-biphenyl]-3-carboxylate